(R)-N-(amino(5-(2-hydroxypropan-2-yl)thiazol-2-yl)(oxo)-λ6-sulfaneylidene)-2-(2,4-diisopropyl-6-(methoxymethyl)pyridin-3-yl)acetamide N[S@](=NC(CC=1C(=NC(=CC1C(C)C)COC)C(C)C)=O)(=O)C=1SC(=CN1)C(C)(C)O